C(C1=CC=CC=C1)N1C[C@@H]2N(C=3N=CC=C(C3CC2)CC)CC1 (R)-8-benzyl-4-ethyl-6,6a,7,8,9,10-hexahydro-5H-pyrazino[1,2-a][1,8]naphthyridine